4-((R)-(4'-chloro-[1,1'-biphenyl]-2-yl)(hydroxy)methyl)piperidin ClC1=CC=C(C=C1)C1=C(C=CC=C1)[C@@H](C1CCNCC1)O